dimethyl(4-chlorophenyl)silanol C[Si](O)(C1=CC=C(C=C1)Cl)C